C(#N)C1CN(C1)S(=O)(=O)N1C[C@H](CCC1)C(=O)N1[C@H](CCC1)C(=O)NCC1=CC=C(C=C1)OC(F)F 1-(((3S)-1-((3-cyano-1-azetidinyl)sulfonyl)-3-piperidinyl)carbonyl)-N-(4-(difluoromethoxy)benzyl)-D-prolinamide